3-(4-chloro-6-phenyl-1,3,5-triazin-2-yl)-9-phenyl-9H-carbazole ClC1=NC(=NC(=N1)C1=CC=CC=C1)C=1C=CC=2N(C3=CC=CC=C3C2C1)C1=CC=CC=C1